2-methyl-4-(((R)-1-(4-(2-((methylamino)methyl)phenyl)thiophen-2-yl)ethyl)amino)-6-(((S)-Tetrahydrofuran-3-yl)oxy)pyrido[2,3-d]pyrimidin-7(8H)-one CC=1N=C(C2=C(N1)NC(C(=C2)O[C@@H]2COCC2)=O)N[C@H](C)C=2SC=C(C2)C2=C(C=CC=C2)CNC